4-[(3-{[4-(cyclopropanecarbonyl)piperazine-1-yl]carbonyl}-4-fluorophenyl)methyl]-2H-phthalazin-1-one C1(CC1)C(=O)N1CCN(CC1)C(=O)C=1C=C(C=CC1F)CC1=NNC(C2=CC=CC=C12)=O